O=C1NCC2(C1)CN(CCC2)C(=O)OC(C)(C)C tert-butyl 3-oxo-2,7-diazaspiro[4.5]decane-7-carboxylate